OCCC1=CC[C@H]2[C@@H]3CCC4=CCCC[C@]4(C)C3=CC[C@]12C 21-hydroxypregna-4,9(11),16(17)-triene